OC(C(=O)OCC)(C(=O)OCC)C=1OC(=NN1)C1=C(C=CC=C1)NC1=CC=C(C=C1)C(F)(F)F diethyl 2-hydroxy-2-(5-(2-((4-(trifluoromethyl)phenyl)amino)phenyl)-1,3,4-oxadiazol-2-yl)malonate